FC=1C=C(C=CC1)C1=CC=C(O1)C=O 5-(3-fluorophenyl)furan-2-formaldehyde